(R)-(2-((2,4-dimethoxybenzyl)amino)-4-((1-hydroxy-2-methylhexan-2-yl)amino)pyrido[3,2-d]pyrimidine-7-yl)boronic acid COC1=C(CNC=2N=C(C3=C(N2)C=C(C=N3)B(O)O)N[C@@](CO)(CCCC)C)C=CC(=C1)OC